(2-aminobenzo[d]thiazol-6-yl)-1-[2-(4-morpholinyl)ethyl]-3-(4-ethylphenyl)urea NC=1SC2=C(N1)C=CC(=C2)N(C(=O)NC2=CC=C(C=C2)CC)CCN2CCOCC2